O=C1NC(CCC1N1C(N(C2=C1C=CC=C2CCC2CCC1(CCN(CC1)C(=O)OC)CC2)C)=O)=O methyl 9-[2-[1-(2,6-dioxo-3-piperidyl)-3-methyl-2-oxo-benzimidazol-4-yl]ethyl]-3-azaspiro[5.5]undecane-3-carboxylate